Cl.ClC1=C(C=CC(=C1)Cl)S(=O)(=O)N1CC(C1)(CNC[C@H]1OCCC1)COC1=CC(=C(C#N)C=C1)F (S)-4-((1-((2,4-dichlorophenyl)sulfonyl)-3-((((tetrahydrofuran-2-yl)methyl)amino)methyl)azetidin-3-yl)methoxy)-2-fluorobenzonitrile hydrochloride